C(C1=CC=CC=C1)OC(=O)N1CC[C@@H](C1)NC1=NC(=CC=C1)C1=NC=CC2=C1N(C(=N2)C)C[C@H](CNC)OCC (2S,4S)-1-benzyloxycarbonyl-4-[[6-[3-[(2S)-2-ethoxy-3-(methylamino)propyl]-2-methyl-imidazo[4,5-c]pyridin-4-yl]-2-pyridyl]amino]pyrrolidine